methyl (1R,2S,5S)-3-[(2S)-3,3-dimethyl-2-(oxazole-5-carbonylamino)butanoyl]-6,6-dimethyl-3-azabicyclo[3.1.0]hexane-2-carboxylate CC([C@@H](C(=O)N1[C@@H]([C@H]2C([C@H]2C1)(C)C)C(=O)OC)NC(=O)C1=CN=CO1)(C)C